N-(cis-4-ethoxycyclohexyl)-5-(3-((1-methylpiperidin-4-yl)oxy)quinoxalin-6-yl)-7H-pyrrolo[2,3-d]pyrimidin-2-amine C(C)O[C@H]1CC[C@H](CC1)NC=1N=CC2=C(N1)NC=C2C=2C=C1N=C(C=NC1=CC2)OC2CCN(CC2)C